C1(=CC=C(C=C1)C(C=1C(=C(SC1C)C)C(=O)NC1CC2(CC(C2)C(=O)O)C1)OC)C1=CC=CC=C1 6-(4-([1,1-biphenyl]-4-yl(methoxy)methyl)-2,5-dimethylthiophene-3-carboxamido)spiro[3.3]heptane-2-carboxylic acid